C(C)(C)(C)N1C=C(C2=CC=CC(=C12)C1=NC=C(C=N1)C(=O)OC(C)(C)C)Br tert-butyl-3-bromo-7-{5-[(tert-butoxy)carbonyl]pyrimidin-2-yl}-1H-indole